C(C)(C)(C)OC(=O)N1COC2=C(C1)C=CN=C2C2=CC(=C(C=C2)C(=O)OC)N2CCOCC2 8-(4-Methoxycarbonyl-3-morpholin-4-ylphenyl)-2,4-dihydropyrido[4,3-e][1,3]oxazine-3-carboxylic acid tert-butyl ester